N1=C(C=CC=C1)N[C@@H](C)C(=O)O L-2-Pyridyl-alanine